CNC1CCC(CC1)N1CCN(CC1)C N-methyl-4-(4-methylpiperazine-1-yl)cyclohexane-1-amine